5-(BENZYLCARBAMOYL)-2-FLUOROBENZENEBORONIC ACID C(C1=CC=CC=C1)NC(=O)C=1C=CC(=C(C1)B(O)O)F